FC1=CC=C(C=C1)C(C1CN(CCO1)S(=O)(=O)NC1=CC(=C(C=C1)Cl)Cl)C1=CC=C(C=C1)F 2-(bis(4-fluorophenyl)methyl)-N-(3,4-dichlorophenyl)morpholine-4-sulfonamide